2,4-bis(3,5-di(pyridin-4-yl)phenyl)-6-(4-(naphthalen-1-yl)phenyl)-1,3,5-triazine N1=CC=C(C=C1)C=1C=C(C=C(C1)C1=CC=NC=C1)C1=NC(=NC(=N1)C1=CC(=CC(=C1)C1=CC=NC=C1)C1=CC=NC=C1)C1=CC=C(C=C1)C1=CC=CC2=CC=CC=C12